C(C1=CC=CC=C1)OCC1CCC(CC1)C=1N=C2N(C=C(C(=C2)OC(C)C)C(=O)OC)C1 methyl 2-[4-(benzyloxymethyl)cyclohexyl]-7-isopropoxy-imidazo[1,2-a]pyridine-6-carboxylate